C[C@H]1N(CCN(C1)S(=O)(=O)C)C1=CC(=NC=C1)NC=1SC2=NC(=CC=C2N1)C1=CC=NC=C1 (R)-N-(4-(2-methyl-4-(methylsulfonyl)piperazin-1-yl)pyridin-2-yl)-5-(pyridin-4-yl)thiazolo-[5,4-b]pyridin-2-amine